CC1(CCN(CC1)CC=1OC(C2=C(N1)C(=CS2)C)=O)C 2-((4,4-dimethylpiperidin-1-yl)methyl)-7-methyl-4H-thieno[3,2-d][1,3]oxazin-4-one